2-(2-(2-(prop-2-yn-1-yloxy)ethoxy)ethyl)-1H-pyrazole-3-carboxylic acid ethyl ester C(C)OC(=O)C1N(NC=C1)CCOCCOCC#C